C(C)(=O)C1=NN(C2=CC=C(C=C12)C1=CN=C2N1C=CC(=N2)C)CC(=O)N2[C@@H](C[C@H](C2)F)C(=O)NC2=NC(=CC=C2)Br (2S,4R)-1-(2-(3-acetyl-5-(7-methylimidazo[1,2-a]pyrimidin-3-yl)-1H-indazol-1-yl)acetyl)-N-(6-bromopyridin-2-yl)-4-fluoropyrrolidine-2-carboxamide